2-(4-(2-fluoro-4-(5-(((isopentyl-(methyl)carbamoyl)oxy)methyl)-1-methyl-1H-pyrazol-4-yl)phenyl)-2-oxabicyclo[2.2.2]octan-1-yl)acetic acid FC1=C(C=CC(=C1)C=1C=NN(C1COC(N(C)CCC(C)C)=O)C)C12COC(CC1)(CC2)CC(=O)O